CC1=C(C(=CC=C1)C(F)(F)F)COC=1C=NC(=NC1)N1N=NC(=C1)CO [1-(5-{[2-methyl-6-(trifluoromethyl)phenyl]methoxy}pyrimidin-2-yl)-1,2,3-triazol-4-yl]methanol